CON(C)C1=NC(=NC(=N1)NCC#C)NCCCO 3-[4-(N-Methoxy-N-methyl-amino)-6-prop-2-ynylamino-[1,3,5]triazin-2-ylamino]-propan-1-ol